tert-Butyl (3R,8R)-8-fluoro-3,10-dimethyl-11-oxo-1,3,4,7,8,9,10,11-octahydro-2H-pyrido-[4',3':3,4]pyrazolo[1,5-a][1,4]diazepine-2-carboxylate F[C@@H]1CN(C(C=2N(C1)N=C1C2CN([C@@H](C1)C)C(=O)OC(C)(C)C)=O)C